C12(CC3CC(CC(C1)C3)C2)CC(=O)OCC(COC(CC23CC1CC(CC(C2)C1)C3)=O)COC(=O)OCCCN(CC)CC 2-((((3-(diethylamino)propoxy)carbonyl)oxy)methyl)propane-1,3-diyl bis(2-((3r,5r,7r)-adamantan-1-yl)acetate)